C(C1=CC=CC=C1)N1C[C@H](N2C1=C(C(=C(C2=O)Br)CC2=CC=CC1=CC=CC=C21)C2=CC(=CC=C2)C(F)(F)F)C(=O)O (S)-1-benzyl-6-bromo-7-(naphthalen-1-ylmethyl)-5-oxo-8-(3-(trifluoromethyl)phenyl)-1,2,3,5-tetrahydroimidazo[1,2-a]pyridine-3-carboxylic acid